O1CCOC2=C1C=CC=C2C2=NC(=CC(=C2)NC(=O)N2CCN(CC2)C)OC 4-Methyl-piperazine-1-carboxylic acid [2-(2,3-dihydro-benzo[1,4]dioxin-5-yl)-6-methoxy-pyridin-4-yl]-amide